((4-(2-bromoethoxy)benzyl)oxy)-4-nitronaphthalene BrCCOC1=CC=C(COC2=CC=C(C3=CC=CC=C23)[N+](=O)[O-])C=C1